2,4-dimethylbenzylamine hydrochloride Cl.CC1=C(CN)C=CC(=C1)C